C/C=1/CC[C@H]2C(C[C@@H]2C(CC/C1)=C)(C)C (-)-(1R,4E,9S)-4,11,11-trimethyl-8-methylenebicyclo[7.2.0]undec-4-ene